C1(=CC=C(C=C1)C1=CC(=NC=C1)CN1CCC2(OCCC3=C2SC=C3)CC1)C1=CC=CC=C1 1-((4-([1,1'-biphenyl]-4-yl)pyridin-2-yl)methyl)-4',5'-dihydrospiro[piperidine-4,7'-thieno[2,3-c]pyran]